2'-chloro-5'-methoxy-6-methyl-N-[5-(methylcarbamoyl)-1,3-benzothiazol-2-yl]-[4,4'-bipyridine]-3-carboxamide ClC1=NC=C(C(=C1)C1=C(C=NC(=C1)C)C(=O)NC=1SC2=C(N1)C=C(C=C2)C(NC)=O)OC